4H-pyrrolo[3,4-d]Thiazole-5(6H)-carboxylic acid tert-butyl ester C(C)(C)(C)OC(=O)N1CC=2N=CSC2C1